CN(C(=O)C=1C=C(C=CC1)C(C)NC(C1=C(C=CC(=C1)NC(C(C)C)=O)OCC)=O)C N-(1-(3-(dimethylcarbamoyl)phenyl)ethyl)-2-ethoxy-5-isobutyrylaminobenzamide